C(C)(C)N1OC([C@H]2[C@H]1CC[C@H](C2)CCC)(C)C |r| rac-(3ar,5r,7ar)-1-isopropyl-3,3-dimethyl-5-propyloctahydrobenzo[c]isoxazole